di-O-myristoyl-glycerol C(CCCCCCCCCCCCC)(=O)OCC(OC(CCCCCCCCCCCCC)=O)CO